BrC=1C=NN2C1C=C(C=C2)CN(C(=O)NC2=CC=C(C=C2)OC(F)(F)F)C(C)C 1-((3-Bromopyrazolo[1,5-a]pyridin-5-yl)methyl)-1-isopropyl-3-(4-(trifluoromethoxy)phenyl)urea